(S)-3-(4-(4-acryloyl-2-methylpiperazin-1-yl)-6-fluoro-1-(2-isopropyl-6-(methylsulfonyl)phenyl)-2-oxo-1,2-dihydropyrido[2,3-d]pyrimidin-7-yl)-2-chlorobenzonitrile C(C=C)(=O)N1C[C@@H](N(CC1)C=1C2=C(N(C(N1)=O)C1=C(C=CC=C1S(=O)(=O)C)C(C)C)N=C(C(=C2)F)C=2C(=C(C#N)C=CC2)Cl)C